(2R,3S,4R,5S)-5-acetamido-2-((benzoyloxy)methyl)-1-(tert-butoxycarbonyl)piperidine-3,4-diyl dibenzoate C(C1=CC=CC=C1)(=O)O[C@H]1[C@H](N(C[C@@H]([C@H]1OC(C1=CC=CC=C1)=O)NC(C)=O)C(=O)OC(C)(C)C)COC(C1=CC=CC=C1)=O